4-Methoxy-5-(prop-1-en-2-yl)-7-tosyl-7H-pyrrolo[2,3-d]pyrimidine COC=1C2=C(N=CN1)N(C=C2C(=C)C)S(=O)(=O)C2=CC=C(C)C=C2